C(C)(C)(C)OC(=O)N1CCC(CC1)[C@@H]1CN(CC1)C1=CC2=C(N(C(N2C)=O)C2C(NC(CC2)=O)=O)C=C1 4-[(3R)-1-[1-(2,6-dioxopiperidin-3-yl)-3-methyl-2-oxo-1,3-benzodiazol-5-yl]pyrrolidin-3-yl]piperidine-1-carboxylic acid tert-butyl ester